C(C)C=1C2=C(SC1C#CCNC1=CC=C(C=C1)S(=O)(=O)N)C(=CC=C2)NC2CCN(CC2)C 4-((3-(3-ethyl-7-((1-methylpiperidin-4-yl)amino)benzo[b]thiophen-2-yl)prop-2-yn-1-yl)amino)benzenesulfonamide